OC1=C(C(=C(C(=C1)O)Br)O)Br 1,3,5-trihydroxy-2,4-dibromobenzene